[C@H]12CN(C[C@H](CC1)N2)C=2C1=C(N=C(N2)OC[C@H]2N(C[C@@H](C2)OC)C)C(=C(N=C1C#CC)C1=CC(=CC2=CC=C(C(=C12)CC)F)O)F 4-(4-((1R,5S)-3,8-diazabicyclo[3.2.1]oct-3-yl)-8-fluoro-2-(((2S,4R)-4-methoxy-1-methylpyrrolidin-2-yl)methoxy)-5-(propynyl)pyrido[4,3-d]pyrimidin-7-yl)-5-ethyl-6-fluoronaphthalen-2-ol